N,N'-Dimethylhydrazine dihydrochloride Cl.Cl.CNNC